COC1=CC=C2C(=CC=NC2=N1)OC1=CC=C(C=C1)CC(=O)O 2-(4-((7-methoxy-1,8-naphthyridin-4-yl)oxy)phenyl)acetic acid